2,4,8,10-tetraoxaspiro[5.5]undecane-3,9-diylbis(2-methylpropan-2,1-diyl) bis[3-[3-(tert-butyl)-4-hydroxy-5-methylphenyl] propionate] C(C)(C)(C)C=1C=C(C=C(C1O)C)CCC(=O)OCC(C)(C)C1OCC2(CO1)COC(OC2)C(COC(CCC2=CC(=C(C(=C2)C)O)C(C)(C)C)=O)(C)C